oxa-diazabicyclo[3.3.1]nonane N12ONCC(CCC1)C2